FC(C=1C=C(C=CC1)NC(N)=S)(F)F 3-[3-(trifluoromethyl)phenyl]Thiourea